CC1(OB(OC1(C)C)C=1C=NN(C1)CC(=O)O)C 2-(4-(4,4,5,5-tetramethyl-1,3,2-dioxaborolan-2-yl)-1H-pyrazol-1-yl)acetic acid